CN1CCC(CC1)NC(C)C=1C=C2CCN3C2=C(C1)C=C(CC3)C#CCNC3=CC=C(C=C3)S(=O)(=O)N 4-((3-(9-(1-((1-methylpiperidin-4-yl)amino)ethyl)-1,2,3,4-tetrahydroazepino[3,2,1-hi]indol-6-yl)prop-2-yn-1-yl)amino)benzenesulfonamide